hex-5-yn-1-yl 2-hexyldecanoate C(CCCCC)C(C(=O)OCCCCC#C)CCCCCCCC